3-(3,5-dichloro-4-hydroxybenzoylamino)-1-methyl-N-(2-(trifluoromethyl)benzyl)-1H-pyrazole-4-carboxamide ClC=1C=C(C(=O)NC2=NN(C=C2C(=O)NCC2=C(C=CC=C2)C(F)(F)F)C)C=C(C1O)Cl